ClC1=CC2=C(C=N1)C[C@]1(C(N(C3=NC=CC=C31)COCC[Si](C)(C)C)=O)C2 (R)-3-chloro-1'-((2-(trimethylsilyl)ethoxy)methyl)-5,7-dihydrospiro[cyclopenta[c]pyridine-6,3'-pyrrolo[2,3-b]pyridine]-2'(1'H)-one